OC1CCN(CC1)C1CC2(CC(C2)C(=O)OC)C1 Methyl 6-(4-hydroxypiperidin-1-yl)spiro[3.3]heptane-2-carboxylate